(S)-6-(5-(3,5-dimethylisoxazol-4-yl)-1-((1s,4R)-4-hydroxy-4-methylcyclohexyl)-1H-benzo[d]imidazol-2-yl)-1-(3-fluoro-4-methoxyphenyl)piperidin-2-one CC1=NOC(=C1C1=CC2=C(N(C(=N2)[C@@H]2CCCC(N2C2=CC(=C(C=C2)OC)F)=O)C2CCC(CC2)(C)O)C=C1)C